BrC=1C(=C2C(=NC1)NC(=N2)C2=CC=C(C=C2)N2CC(N(CC2)CCOC(C)C)=O)NC2CCN(CC2)C 4-(4-{6-Bromo-7-[(1-methylpiperidin-4-yl)amino]-3H-imidazo[4,5-b]pyridin-2-yl}phenyl)-1-[2-(1-methylethoxy)ethyl]piperazin-2-one